N-(4-(4-amino-6-bromopyrazolo[5,1-f][1,2,4]triazin-5-yl)-2-methoxyphenyl)-2,2-difluorocyclopropane-1-carboxamide NC1=NC=NN2C1=C(C(=N2)Br)C2=CC(=C(C=C2)NC(=O)C2C(C2)(F)F)OC